(R)-5-Methyl-N-(1-methylpiperidin-3-yl)-6-(4-(trifluoromethyl)-1H-benzo[d][1,2,3]triazol-7-yl)pyridazin-3-amine CC=1C=C(N=NC1C1=CC=C(C2=C1NN=N2)C(F)(F)F)N[C@H]2CN(CCC2)C